N-(5,6-difluoro-1H-indol-3-yl)-1-((6-(4,4-difluorocyclohexyl)-5-fluoropyridin-3-yl)methyl)-1H-imidazole-4-carboxamide FC=1C=C2C(=CNC2=CC1F)NC(=O)C=1N=CN(C1)CC=1C=NC(=C(C1)F)C1CCC(CC1)(F)F